ClC1=C(C=C2C(NC=NC2=C1)=O)[N+](=O)[O-] 7-chloro-6-nitroquinazolin-4(3H)-one